N-(4-(4-Methylpiperazin-1-yl)phenyl)-4-((1-methylpiperidin-4-yl)amino)-6-oxo-1,6-dihydropyrimidine-5-carboxamide CN1CCN(CC1)C1=CC=C(C=C1)NC(=O)C1=C(N=CNC1=O)NC1CCN(CC1)C